((2R,3S,4R-5R)-5-cyano-4-hydroxy-5-(4-((((pivaloyloxy)methoxy)carbonyl) amino)pyrrolo[2,1-f][1,2,4]triazin-7-yl)-3-(propionyloxy)tetrahydrofuran-2-yl)methyl L-valinate N[C@@H](C(C)C)C(=O)OC[C@H]1O[C@]([C@@H]([C@@H]1OC(CC)=O)O)(C1=CC=C2C(=NC=NN21)NC(=O)OCOC(C(C)(C)C)=O)C#N